N-aminomethyl-thioisobutyramide NCNC(C(C)C)=S